FC(C1=NN=C(S1)C1=NC=C2N1C=C(C=C2N2CCN(CC2)C(=O)N(C)C)S(NC2(CC2)CF)(=O)=O)F 4-(3-(5-(difluoromethyl)-1,3,4-thiadiazol-2-yl)-6-(N-(1-(fluoromethyl)cyclopropyl)sulfamoyl)imidazo[1,5-a]pyridin-8-yl)-N,N-dimethylpiperazine-1-carboxamide